dimethyl 2,2-difluorosuberate FC(C(=O)OC)(CCCCCC(=O)OC)F